FC1([C@H](C1)C(=O)NC1=NC=C2C=C(C(N(C2=C1)C)=O)C=1C=NC(=C(C1C)F)C(CC)=O)F (R)-2,2-difluoro-N-(3-(5-fluoro-4-methyl-6-propionylpyridin-3-yl)-1-methyl-2-oxo-1,2-dihydro-1,6-naphthyridin-7-yl)cyclopropane-1-carboxamide